CN(CCN(C1=C(C=C(C(=C1)OC)NC1=NC=CC(=N1)N1CC2(C3=NC(=CC=C31)C)CCC2)NC(C=C)=O)C)C N-(2-((2-(dimethylamino)ethyl)(methyl)amino)-4-methoxy-5-((4-(5'-methylspiro[cyclobutane-1,3'-pyrrolo[3,2-b]pyridin]-1'(2'H)-yl)pyrimidin-2-yl)amino)phenyl)acrylamide